N.[N+](=O)([O-])NN1C(N=NC1N)=C1N=NC(=N1)N[N+](=O)[O-] 4,5'-dinitroamino-5-amino-3,3'-bi-1,2,4-triazole ammonia salt